N-{[4-(2H-1,3-benzodioxole-4-sulfonyl)phenyl]methyl}furo[2,3-c]pyridine-2-carboxamide O1COC2=C1C=CC=C2S(=O)(=O)C2=CC=C(C=C2)CNC(=O)C2=CC=1C(=CN=CC1)O2